2-chloro-4-(4-methoxypiperidin-1-yl)-5-((1-(tetrahydro-2H-pyran-4-yl)-1H-pyrazol-4-yl)ethynyl)pyridine ClC1=NC=C(C(=C1)N1CCC(CC1)OC)C#CC=1C=NN(C1)C1CCOCC1